8,9-dichlorofluoranthene ClC=1C=C2C3=CC=CC4=CC=CC(C2=CC1Cl)=C43